F[C@H]1[C@@H](CCCC1)N |r| (+/-)-trans-2-fluorocyclohexylamine